2-(6-(cyclopropyl((1S,5R)-2-fluoro-8-azabicyclo[3.2.1]octan-3-yl)amino)pyridazin-3-yl)-4-fluoro-5-(1-methyl-1H-pyrazol-4-yl)phenol C1(CC1)N(C1=CC=C(N=N1)C1=C(C=C(C(=C1)F)C=1C=NN(C1)C)O)C1C([C@@H]2CC[C@H](C1)N2)F